CN1OC(C2C1C(CC(C2)(C=2C=NC=CC2)C)C)(C)C 1,3,3,5,7-pentamethyl-5-(pyridin-3-yl)octahydrobenzo[c]isoxazole